O[C@H](C=CC(=O)OCC)C Ethyl (4S)-4-hydroxypent-2-enoate